C(C)(=O)C1=C(NC(=C(C1C=1C2=C(SC1)C=CC(=C2)C#N)C(C)=O)C)C 3-(3,5-diacetyl-2,6-dimethyl-1,4-dihydropyridin-4-yl)benzo[b]thiophene-5-carbonitrile